C1(CC1)NCC1C(C(N(C1)C1=NN(C=C1NC(=O)C=1N=C(OC1)C1=CC(=NC=C1)NCC(F)(F)F)C)=O)(C)C N-(3-(4-((cyclopropylamino)methyl)-3,3-dimethyl-2-oxopyrrolidin-1-yl)-1-methyl-1H-pyrazol-4-yl)-2-(2-((2,2,2-trifluoroethyl)amino)pyridin-4-yl)-1,3-oxazole-4-carboxamide